cis-2-(3-(2-carbamoyl-6-(trifluoromethoxy)-1H-indol-1-yl)phenyl)-2-methylcyclopropane-1-carboxylic acid C(N)(=O)C=1N(C2=CC(=CC=C2C1)OC(F)(F)F)C=1C=C(C=CC1)[C@@]1([C@@H](C1)C(=O)O)C